CC1(NC(CC(C1)NC(C1=CC(C(=O)NC2CC(NC(C2)(C)C)(C)C)=CC=C1)=O)(C)C)C N1,N3-bis(2,2,6,6-tetramethylpiperidin-4-yl)isophthalamide